C(C)(=O)N1CCC(CC1)N1N=CC(=C1)C=1N(C=CC1)S(=O)(=O)C1=CC=C(C)C=C1 2-(1-(1-acetylpiperidin-4-yl)-1H-pyrazol-4-yl)-1-p-toluenesulfonyl-1H-pyrrole